(S)-N-(1-(3-chlorophenyl)-2-((tetrahydro-2H-pyran-4-yl)amino)-ethyl)-1-(5-methyl-2-((tetrahydro-2H-pyran-4-yl)amino)-pyrimidin-4-yl)-1H-imidazole-4-carboxamide ClC=1C=C(C=CC1)[C@@H](CNC1CCOCC1)NC(=O)C=1N=CN(C1)C1=NC(=NC=C1C)NC1CCOCC1